6-chloro-(3R,5S)-dihydroxyhexanoic acid tert-butyl ester C(C)(C)(C)OC(C(CCCCCl)(O)O)=O